FC(OC1=NC(=CC=C1NC(=O)C1(CCC(CC1)S(=O)(=O)Cl)C1=C(C=CC=C1)C(C)C)OC)F 4-((2-(difluoromethoxy)-6-methoxypyridin-3-yl)carbamoyl)-4-(2-isopropylphenyl)cyclohexane-1-sulfonyl chloride